5-(benzo[D][1,3]dioxol-5-yl)-1,3,4-oxadiazole-2-thiol O1COC2=C1C=CC(=C2)C2=NN=C(O2)S